5-(1-{5-Azaspiro[2.4]heptan-5-yl}ethyl)-2-(3-{3-[(4-methyl-1,2,4-triazol-3-yl)methyl]oxetan-3-yl}phenyl)-7-(trifluoromethyl)-1,3-benzoxazole C1CC12CN(CC2)C(C)C=2C=C(C1=C(N=C(O1)C1=CC(=CC=C1)C1(COC1)CC1=NN=CN1C)C2)C(F)(F)F